3,5-dimethylanisole CC=1C=C(C=C(C1)C)OC